Cl.CNCC(=O)OCC#N Cyanomethyl 2-(methylamino)acetate hydrochloride